Cl.CC([C@@H](C(=O)N1[C@@H](C[C@H](C1)O)C(=O)N[C@@H](C)C1=CC=C(C=C1)C1=C(N=CS1)C)NC(CCN1CCNCC1)=O)(C)C (2S,4R)-1-((S)-3,3-dimethyl-2-(3-(piperazin-1-yl)propanamido)butanoyl)-4-hydroxy-N-((S)-1-(4-(4-methylthiazol-5-yl)phenyl)ethyl)pyrrolidine-2-carboxamide hydrochloride